gamma-glycidylpropane C(C1CO1)CCC